O=C1NCC2=CC(=CC=C12)N1CCN(CC1)CN1C(C=CC2=NC=CC=C12)=O ((4-(1-oxoisoindolin-5-yl)piperazin-1-yl)methyl)-1,5-naphthyridin-2(1H)-one